diazolethiocarboxylate N1N=C(C=C1)C([O-])=S